C1(CCCCC1)C=1C(=CC(=C(C1)C(C1=C(C=CC=C1)O)C1=C(C=C(C(=C1)C1CCCCC1)C)O)O)C bis(5-cyclohexyl-2-hydroxy-4-methylphenyl)-2-hydroxyphenyl-methane